2,3-difluorohexane FC(C)C(CCC)F